8-fluoro-7-(hydroxymethyl-d2)-3-methylquinolin-2(1H)-one FC=1C(=CC=C2C=C(C(NC12)=O)C)C([2H])([2H])O